COC1=NC=C(C2=C1C=CN2CC2=CC=C(C=C2)C2=NC(=CC=C2)OC)C(=O)NC2CC1(CCC1)C2 6-(4-Methoxy-1-(4-(6-methoxypyridin-2-yl)benzyl)-1H-pyrrolo[3,2-c]pyridin-7-carboxamido)spiro[3.3]heptan